O1N=C(C2=C1C=CC=C2)C2=C(C=CC=C2)[C@H](C(C(C)C)C2=NC=CC=C2)N (S)-1-[2-(Benzo[d]isoxazol-3-yl)phenyl]-3-methyl-2-(pyridine-2-yl)butan-1-amine